(S,E)-N7-(1-(2-(2-adamantylamino)-2-oxoethyl)-2-oxo-1,2-dihydropyridin-3-yl)-N1,N1-dimethyl-6-(3-methylbenzofuran-2-carboxamido)hept-2-enediamide C12C(C3CC(CC(C1)C3)C2)NC(CN2C(C(=CC=C2)NC([C@H](CC/C=C/C(=O)N(C)C)NC(=O)C=2OC3=C(C2C)C=CC=C3)=O)=O)=O